3,6-bis(4-chloro-2-fluorophenyl)-2,7-dihydroxynaphthalene ClC1=CC(=C(C=C1)C=1C(=CC2=CC(=C(C=C2C1)C1=C(C=C(C=C1)Cl)F)O)O)F